(R)-2-amino-3-(methoxy-d3)-N-((R)-4-phenyl-1-(4,4,5,5-tetramethyl-1,3,2-dioxaborolan-2-yl)butyl)propanamide hydrochloride Cl.N[C@@H](C(=O)N[C@@H](CCCC1=CC=CC=C1)B1OC(C(O1)(C)C)(C)C)COC([2H])([2H])[2H]